O1CCN(CC1)C1=NC(=NC(=C1)N1CCOCC1)NC1=NC=NC2=CC(=CC=C12)F N-(4,6-dimorpholinopyrimidin-2-yl)-7-fluoroquinazolin-4-amine